C(C)(C)(C)[Si](C)(C)CCC1=CC=C(C=C1)CBr tert-butyl-(4-(bromomethyl)phenethyl)dimethylsilane